C(CCCCCCC)S(=O)(=O)O octane-1-sulphonic acid